2-(4-trifluoromethyl-phenyl)pyridine FC(C1=CC=C(C=C1)C1=NC=CC=C1)(F)F